(4S)-7-bromo-8-chloro-6-(2,6-difluorophenyl)-4-methyl-2,4-dihydro-[1,2,4]triazolo[4,3-a][1,4]benzodiazepin-1-one BrC1=C(C=CC2=C1C(=N[C@H](C=1N2C(NN1)=O)C)C1=C(C=CC=C1F)F)Cl